CC1=NOC(=C1C1=NC2=CC(=CC(=C2C=C1C1=CC=C(C=C1)OC)C(C)=O)C)C 1-(2-(3,5-dimethylisoxazol-4-yl)-3-(4-methoxyphenyl)-7-methylquinolin-5-yl)ethan-1-one